(methoxymethyl)indoline-1-carboxylate COCOC(=O)N1CCC2=CC=CC=C12